C1(CC1)NC(C(C(CC1C(NCC1)=O)NC(C(CCCCC)NC(OC(C(C)(C)C1=CC(=CC=C1)Cl)C1=CC=CC=C1)=O)=O)=O)=O 2-(3-chlorophenyl)-2-methyl-1-phenylpropyl (1-((4-(cyclopropylamino)-3,4-dioxo-1-(2-oxopyrrolidin-3-yl)butan-2-yl)amino)-1-oxoheptan-2-yl)carbamate